benzoxazol-2-yl-boric acid O1C(=NC2=C1C=CC=C2)OB(O)O